Dithiocarbamate Gold(III) [Au+3].C(N)([S-])=S.C(N)([S-])=S.C(N)([S-])=S